C[O-].C[O-].C[O-].CC1=C(C(=C(C1([Ti+3])C)C)C)C pentamethylcyclopentadienyl-titanium trimethoxide